C(CCCCCCC)OP1(OCCCO1)=O 2-(octyloxy)-1,3,2-dioxaphosphorinane 2-oxide